8-(5-((2,4-difluorophenyl)sulfonamido)-6-methoxypyridin-3-yl)-9-methyl-9H-purine FC1=C(C=CC(=C1)F)S(=O)(=O)NC=1C=C(C=NC1OC)C=1N(C2=NC=NC=C2N1)C